FC1=CC=C(C=2C=NN(C12)C1OCCCC1)C(=O)C1=NC=C(C(=C1NC(OC(C)(C)C)=O)C)B1OC(C(O1)(C)C)(C)C tert-Butyl (2-(7-fluoro-1-(tetrahydro-2H-pyran-2-yl)-1H-indazole-4-carbonyl)-4-methyl-5-(4,4,5,5-tetramethyl-1,3,2-dioxaborolan-2-yl)pyridin-3-yl)carbamate